ClC=1C(=CC2=C(N=C(S2)NCCC2=CC(=NO2)C(=O)NO)C1)Cl 5-(2-((5,6-dichlorobenzo[d]thiazol-2-yl)amino)ethyl)-N-hydroxyisoxazole-3-carboxamide